(R)-1-(3-(3-hydroxycyclobutyl)-1-(6-(3-methoxy-tetrahydrofuran-3-yl)-4-methylpyridin-2-yl)-1H-pyrazolo[4,3-c]pyridin-6-yl)-3-(4-methoxybenzyl)urea OC1CC(C1)C1=NN(C2=C1C=NC(=C2)NC(=O)NCC2=CC=C(C=C2)OC)C2=NC(=CC(=C2)C)[C@]2(COCC2)OC